FC=1C(=C2C(=NC1)NC(=N2)C2OCCCC2)C2CCNCC2 6-fluoro-7-(4-piperidyl)-2-tetrahydropyran-2-yl-3H-imidazo[4,5-b]pyridine